COC1=C(CNC=2N=C3N(C(C2)=O)C=CC=C3)C=CC(=C1)OC 2-((2,4-dimethoxybenzyl)amino)-4H-pyrido[1,2-a]pyrimidin-4-one